acryloyloxydodecyldifluoromethylsilane C(C=C)(=O)OCCCCCCCCCCCC[SiH2]C(F)F